ClC=1C=CC(=C(C1)[C@@H]1[C@H](C1)C(=O)O)OCC(=O)OCC |r| rac-(1S*,2S*)-2-(5-chloro-2-(2-ethoxy-2-oxoethoxy)phenyl)cyclopropane-1-carboxylic acid